7-(1-hydroxy-2,3,1-benzoxazaborinin-7-yl)cinnolin-4-amine formic acid salt C(=O)O.OB1ON=CC2=C1C=C(C=C2)C2=CC=C1C(=CN=NC1=C2)N